sulfuryl fluoride fluoride S(=O)(=O)(F)F